3-oxopropionic acid (oxopropionate) O=C(C(=O)O)C.O=CCC(=O)O